(3-(4-(pyridazin-4-yl)benzyl)-1,2,3-oxadiazol-3-ium-5-yl)((3-(trifluoromethyl)phenyl)carbamoyl)amide N1=NC=C(C=C1)C1=CC=C(C[N+]2=NOC(=C2)[N-]C(NC2=CC(=CC=C2)C(F)(F)F)=O)C=C1